C1(CCC1)N1C(C(=CC2=C1N=C(N=C2)SC)C#N)=O 8-cyclobutyl-2-(methylthio)-7-oxo-7,8-dihydropyrido[2,3-d]pyrimidine-6-carbonitrile